C(C)N1CCC2(C[C@@H]2C(=O)N[C@@H](CCCCCC(CC)=O)C=2OC(=CN2)C=2C=C3C=CN(C(C3=CC2)=O)CC)CC1 (S)-6-Ethyl-N-((S)-1-(5-(2-ethyl-1-oxo-1,2-dihydroisochinolin-6-yl)oxazol-2-yl)-7-oxononyl)-6-azaspiro[2.5]octan-1-carboxamid